[5-[3-[(2S)-2-[tert-butyl(dimethyl)silyl]oxypropoxy]propoxy]-1-tetrahydropyran-2-yl-indazol-3-yl]boronic acid [Si](C)(C)(C(C)(C)C)O[C@H](COCCCOC=1C=C2C(=NN(C2=CC1)C1OCCCC1)B(O)O)C